CC12C3(CC(CC1)C2(C)C)OC(OC[C@@H]3C)C 1',2,5(S),7',7'-Pentamethyl-spiro[1,3-dioxane-4,2'-bicyclo[2.2.1]heptane]